N1CC[SH4]CC1 1λ6-thiomorpholine